2-(3-chloropyridin-4-yl)-N-(1,1,1-trifluoro-2-methylpropan-2-yl)pyrido[3,4-d]pyrimidin-4-amine ClC=1C=NC=CC1C=1N=C(C2=C(N1)C=NC=C2)NC(C(F)(F)F)(C)C